[C@H]12CN(C[C@H](CC1)O2)C=2C1=C(N=C(N2)N2CCOCC2)C(=C(N=C1)C1=CC(=CC2=CC=C(C(=C12)C#C)F)O)F 4-(4-((1R,5S)-8-oxa-3-azabicyclo[3.2.1]octan-3-yl)-8-fluoro-2-morpholinopyrido[4,3-d]pyrimidin-7-yl)-5-ethynyl-6-fluoronaphthalen-2-ol